N[C@@](C(C(C([2H])([2H])[2H])(C([2H])([2H])[2H])[2H])([2H])[2H])(C(=O)O)[2H] Leucine-2,3,3,4,5,5,5,5',5',5'-d10